4-(1-(6-fluoro-1-methyl-1H-[1,2,3]triazolo[4,5-c][2,6]naphthyridin-5-yl)-2,3,4,5-tetrahydro-1H-benzo[b]azepin-6-yl)-2,2-dimethylbut-3-ynenitrile FC1=CN=CC=2C3=C(N=C(C12)N1C2=C(CCCC1)C(=CC=C2)C#CC(C#N)(C)C)N=NN3C